C1(CC1)CN1CCN(CC1)C(=O)C1=CC=C(C=N1)NC1=NC=C(C(=N1)NN1C(OC2=C1C=CC=C2)=O)C {2-[6-(4-cyclopropylmethyl-piperazine-1-carbonyl)-pyridin-3-ylamino]-5-methyl-pyrimidin-4-ylamino}-3H-benzooxazol-2-one